S1N=NC=C1C1=CC(=C2C=NNC2=C1)NCCOCCCCNCC=1C=C(C(=O)N)C=C(C1)OC(F)(F)F 3-(((4-(2-((6-(1,2,3-thiadiazol-5-yl)-1H-indazol-4-yl)amino)ethoxy)butyl)amino)methyl)-5-(trifluoromethoxy)benzamide